tert-butyl (9-((3aR,4R,6R,6aR)-6-(((tert-butyldiphenylsilyl)oxy)methyl)-6a-ethynyl-2-thioxotetrahydrofuro[3,4-d][1,3]dioxol-4-yl)-2-chloro-9H-purin-6-yl)carbamate [Si](C1=CC=CC=C1)(C1=CC=CC=C1)(C(C)(C)C)OC[C@H]1O[C@H]([C@H]2[C@@]1(OC(O2)=S)C#C)N2C1=NC(=NC(=C1N=C2)NC(OC(C)(C)C)=O)Cl